butyl 2-[2-amino-4-(trifluoromethyl)phenyl]-1-methylhydrazine-1-carboxylate NC1=C(C=CC(=C1)C(F)(F)F)NN(C(=O)OCCCC)C